3-oxa-6-azabicyclo[3.1.1]Heptane toluenesulfonate C(C1=CC=CC=C1)S(=O)(=O)O.C12COCC(N1)C2